phosphoric acid tris(trimethylsilyl) ester C[Si](C)(C)OP(O[Si](C)(C)C)(O[Si](C)(C)C)=O